ClC1=C(C=C(C=C1)C1CC(N(CC1)C1=CC(=NN1COCC[Si](C)(C)C)C1=CC=NC=C1)=O)F 4-(4-chloro-3-fluorophenyl)-1-(3-(pyridin-4-yl)-1-((2-(trimethylsilyl)ethoxy)methyl)-1H-pyrazol-5-yl)piperidin-2-one